Acetic acid hydrogen bromide HCl Cl.Br.C(C)(=O)O